chlorodifluoroacetic acid, sodium salt [Na+].ClC(C(=O)[O-])(F)F